γ-(2-aminoethyl)aminopropyl-methyldiethoxysilane NCCNCCC[Si](OCC)(OCC)C